O=C(CC[C@H]1NC(OC1)=O)N1CC2(C1)CCC(CC2)CC=2C=NC(=CC2)C(F)(F)F (4R)-4-[3-oxo-3-[7-[[6-(trifluoromethyl)-3-pyridinyl]methyl]-2-azaspiro[3.5]nonan-2-yl]propyl]oxazolidin-2-one